ClC=1N=C(C2=C(N1)SC(=C2)CC(F)(F)F)N([C@H]2C[C@H](C[C@H]2O)NC(OCC2=CC=CC=C2)=O)C benzyl [(1R,3S,4R)-3-{[2-chloro-6-(2,2,2-trifluoroethyl)thieno[2,3-d]pyrimidin-4-yl] (methyl)amino}-4-hydroxycyclopentyl]carbamate